tetra-aminobiphenyl NC=1C(=C(C(=C(C1)C1=CC=CC=C1)N)N)N